monohydroxy-2-(4-hydroxycyclohexyl)-2-cyclohexyl-propane tert-butyl-4-(4,4,5,5-tetramethyl-1,3,2-dioxaborolan-2-yl)-3,6-dihydro-2H-pyridine-1-carboxylate C(C)(C)(C)OC(=O)N1CCC(=CC1)B1OC(C(O1)(C)C)(C)C.OCC(C)(C1CCCCC1)C1CCC(CC1)O